4-(3-(methylsulfonyl)benzyl)-N2-(4-(piperazin-1-yl)phenyl)-5-(trifluoromethyl)pyrimidine-2,4-diamine CS(=O)(=O)C=1C=C(CC2(NC(=NC=C2C(F)(F)F)NC2=CC=C(C=C2)N2CCNCC2)N)C=CC1